C1(CCCCC1)NC(=S)NC1=CC=CC=C1 1-Cyclohexyl-3-phenylthiourea